C1(CC1)NC=1C2=C(N=C(N1)C1=C(C(=CC(=C1F)OC)OC)F)C=NC(=C2)N[C@H]2[C@H](COC2)NC(C=C)=O N-((3R,4S)-4-((4-(cyclopropylamino)-2-(2,6-difluoro-3,5-dimethoxyphenyl)pyrido[3,4-d]pyrimidin-6-yl)amino)tetrahydrofuran-3-yl)acrylamide